tert-butyl (2R,4S)-2-(cyanomethyl)-4-hydroxypiperidine-1-carboxylate C(#N)C[C@H]1N(CC[C@@H](C1)O)C(=O)OC(C)(C)C